(s)-4,5-bis-(2-methoxyethoxy)-2-nitrobenzonitrile COCCOC1=CC(=C(C#N)C=C1OCCOC)[N+](=O)[O-]